6-((R)-3-(2,3-difluorophenyl)isoxazolidin-2-yl)-N-(4-(4-((R)-3,4-dimethylpiperazin-1-yl)piperidin-1-yl)-2-methoxyphenyl)pyrimidin-4-amine FC1=C(C=CC=C1F)[C@@H]1N(OCC1)C1=CC(=NC=N1)NC1=C(C=C(C=C1)N1CCC(CC1)N1C[C@H](N(CC1)C)C)OC